2-(2'-acetoxymethylphenyl)benzotriazole C(C)(=O)OCC1=C(C=CC=C1)N1N=C2C(=N1)C=CC=C2